(3S,4R,8R,9S,10S)-10-(aminomethyl)-9-(4-bromophenyl)-3,4-dihydroxy-N-(4-methoxyphenyl)-1,6-diazabicyclo[6.2.0]decane-6-carboxamide NC[C@@H]1[C@@H]([C@@H]2CN(C[C@H]([C@H](CN12)O)O)C(=O)NC1=CC=C(C=C1)OC)C1=CC=C(C=C1)Br